COC1=CC=NC2=CC(=CC=C12)N[C@H]1CN(CC1)C(=O)OC(C)(C)C tert-butyl (R)-3-((4-methoxyquinolin-7-yl)amino)pyrrolidine-1-carboxylate